BrC=1C(=NN(C1C)C)C(CC(=O)OCC)=O Ethyl 3-(4-bromo-1,5-dimethyl-1H-pyrazol-3-yl)-3-oxopropanoate